C(C)(C)(C)OC(=O)C=P(C1=CC=CC=C1)(C1=CC=CC=C1)C1=CC=CC=C1 (tert-butoxycarbonylmethylene)triphenylphosphorane